COC1=CC=C(C=C1)CCNCCC N-[2-(4-methoxyphenyl)ethyl]propan-1-amine